FC(N1N=CC(=C1)C=1C=C2N(N=CC=C2N2C[C@@H]3CCC(C2)N3C3CC(C3)C#N)C1)F (1S,3s)-3-(3-(6-(1-(difluoromethyl)-1H-pyrazol-4-yl)pyrrolo[1,2-b]pyridazin-4-yl)-3,8-diazabicyclo[3.2.1]oct-8-yl)cyclobutane-1-carbonitrile